4-(4-methoxybenzyl)-1-methyl-1H-imidazole COC1=CC=C(CC=2N=CN(C2)C)C=C1